4-(4-chloro-7-(pyridin-3-yl)-6,7-dihydro-5H-pyrrolo[2,3-d]pyrimidin-2-yl)morpholine ClC=1C2=C(N=C(N1)N1CCOCC1)N(CC2)C=2C=NC=CC2